4-Pyrazolyl-3-trifluoromethyl-benzonitrile N1N=C(C=C1)C1=C(C=C(C#N)C=C1)C(F)(F)F